4-({(2R,5S)-5-[5-(4-chloro-1H-pyrrol-2-yl)-1,2,4-oxadiazol-3-yl]-2-methylpiperidin-1-yl}carbonyl)benzonitrile ClC=1C=C(NC1)C1=NC(=NO1)[C@H]1CC[C@H](N(C1)C(=O)C1=CC=C(C#N)C=C1)C